8-(2-Amino-6-((R)-1-(4-chloro-2-(3,6-dihydro-2H-pyran-4-yl)phenyl)-2,2,2-trifluoroethoxy)pyrimidin-4-yl)-2-azaspiro[4.5]dec-7-en NC1=NC(=CC(=N1)C1=CCC2(CCNC2)CC1)O[C@@H](C(F)(F)F)C1=C(C=C(C=C1)Cl)C=1CCOCC1